SCC(=O)OCC(CO)(CO)CO pentaerythritol (mercaptoacetate)